N-(tert-butoxycarbonyl)-1-[7-(2-trimethylsilylethynyl)thieno[3,2-d]pyrimidin-4-yl]-4-piperidylamine C(C)(C)(C)OC(=O)NC1CCN(CC1)C=1C2=C(N=CN1)C(=CS2)C#C[Si](C)(C)C